CN([C@H]1C[C@H](C1)NC(=O)C1=CSC(=C1)C=1C=C2C=CC=NC2=C(C1)O)C N-(cis-3-(dimethylamino)cyclobutyl)-5-(8-hydroxyquinolin-6-yl)thiophene-3-carboxamide